3-isopropylbicyclo[4.2.0]octa-1(6),2,4-trien-2-ol C(C)(C)C1=C(C=2CCC2C=C1)O